1-((6-((5-(2-(dimethylamino)-2-oxoethyl)-6-methoxypyridin-3-yl) (methyl) amino)-2-methylquinazolin-4-yl) amino) ethyl-1H-indole-1-carboxylate C(C)C=1N(C2=CC=CC=C2C1)C(=O)ONC1=NC(=NC2=CC=C(C=C12)N(C)C=1C=NC(=C(C1)CC(=O)N(C)C)OC)C